O=C1N(C(C=C1)=O)CCCCC(C(=O)O)C 6-(2,5-dioxopyrrol-1-yl)-2-methylhexanoic acid